CC(C)(S(=O)NCC1=COC2=C1C=CC=C2C2=CC(=CC=1C=COC12)COC1=C(C=CC=C1)CC(=O)OCC)C ethyl 2-(2-((3'-((1,1-dimethylethylsulfinamido)methyl)-[7,7'-bibenzofuran]-5-yl)methoxy)phenyl)acetate